methyl-octyl-phosphorus C[P]CCCCCCCC